tert-butyl ((1R,4R,7R)-2-(1-(azetidin-3-ylmethyl)-2-(1-(cyclopropylmethyl)-1H-indol-2-yl)-7-fluoro-1H-benzo[d]imidazole-5-carbonyl)-2-azabicyclo[2.2.1]heptan-7-yl)carbamate N1CC(C1)CN1C(=NC2=C1C(=CC(=C2)C(=O)N2[C@@H]1CC[C@H](C2)[C@H]1NC(OC(C)(C)C)=O)F)C=1N(C2=CC=CC=C2C1)CC1CC1